2-chloro-5-iminomethyl-7-(tetrahydro-2H-pyran-4-yl)-7H-pyrrolo[2,3-d]pyrimidine-6-thiol ClC=1N=CC2=C(N1)N(C(=C2C=N)S)C2CCOCC2